tert-butyl 2-(2-(6-(5-cyanopyrazin-2-ylamino)-3-(methylcarbamoyl)pyridazin-4-ylamino)ethyl)piperidine-1-carboxylate C(#N)C=1N=CC(=NC1)NC1=CC(=C(N=N1)C(NC)=O)NCCC1N(CCCC1)C(=O)OC(C)(C)C